BrC1=C(C=C(C=N1)C1(CC1)C#N)S(=O)(=O)CC 1-(6-bromo-5-ethylsulfonyl-3-pyridyl)cyclopropanecarbonitrile